C(C(O)C)(=O)O.C(C(O)C)(=O)O.N(=[N+]=[N-])[C@@H]1C[C@@]2([C@@H](C[C@H]3[C@@H]4CC[C@H]([C@@H](CCCC(C)C)C)[C@]4(CC[C@@H]3[C@]2(CC1)C)C)NCCC=1N=CNC1)O 3β-azido-5α-hydroxy-6β-[2-(1H-imidazol-4-yl)ethylamino]cholestane dilactate